6-[5-{(1S)-1-[3,5-bis(trifluoromethyl)benzamido]Ethyl}-3-(dimethylamino)-1H-1,2,4-triazol-1-yl]Nicotinic acid methyl ester COC(C1=CN=C(C=C1)N1N=C(N=C1[C@H](C)NC(C1=CC(=CC(=C1)C(F)(F)F)C(F)(F)F)=O)N(C)C)=O